IC=1C=C2C=CN(C2=CC1)C(=O)NCC1=CC=C(C=C1)S(=O)(=O)N1CCCCC1 5-iodo-N-(4-(piperidin-1-ylsulfonyl)benzyl)-1H-indole-1-carboxamide